ClC=1NC(C=2N=CN(C2N1)[C@H]1[C@@H]([C@@]([C@H](O1)COC(C(=O)O)(C(=O)O)CC1=CC=C(C=C1)N1C(NCCC1)=O)(O)C#C)O)=O 2-(((2R,3S,4R,5R)-5-(2-chloro-6-oxo-1H-purin-9(6H)-yl)-3-ethynyl-3,4-dihydroxy-tetrahydrofuran-2-yl)methoxy)-2-(4-(2-oxo-tetrahydropyrimidin-1(2H)-yl)benzyl)malonic acid